1-[2-(Azetidin-1-yl)-2-oxo-ethyl]-3-(2-fluoroethyl)-6-[5-(trifluoromethyl)-2-thienyl]imidazo[4,5-b]pyridin-2-one N1(CCC1)C(CN1C(N(C2=NC=C(C=C21)C=2SC(=CC2)C(F)(F)F)CCF)=O)=O